(Z)-4-[(trans-4-aminocyclohexyl)amino]-N'-(2-ethyl-4-hydroxy-phenyl)-6-(1-methylpyrazol-4-yl)pyrrolo[1,2-b]pyridazine-3-carboxamidine N[C@@H]1CC[C@H](CC1)NC=1C=2N(N=CC1/C(=N/C1=C(C=C(C=C1)O)CC)/N)C=C(C2)C=2C=NN(C2)C